2-amino-6-borono-2-(((S)-1-phenylethylamino)methyl)hexanoic acid NC(C(=O)O)(CCCCB(O)O)CN[C@@H](C)C1=CC=CC=C1